O=C1N(C(C2=CC=CC=C12)=O)CC1CN(CC2(CC2)C1=O)C(=O)OC(C)(C)C tert-Butyl 7-[(1,3-dioxoisoindolin-2-yl)methyl]-8-oxo-5-azaspiro[2.5]octane-5-carboxylate